2-butene isocyanate [N-]=C=O.CC=CC